BrC=1C=C(OC2=CC=3N(C4=CC=CC=C4C3C=C2)C2=NC=CC(=C2)C(C(C)C)([2H])[2H])C=CC1 2-(3-bromophenoxy)-9-(4-(2-methylpropyl-1,1-d2)pyridin-2-yl)-9H-carbazole